2-methoxy-4-(4,4,5,5-tetramethyl-1,3,2-dioxaborolan-2-yl)phenol COC1=C(C=CC(=C1)B1OC(C(O1)(C)C)(C)C)O